(S)-3-(4-fluorophenyl)pyrrolidine-1-carboxylic acid tert-butyl ester C(C)(C)(C)OC(=O)N1C[C@@H](CC1)C1=CC=C(C=C1)F